O(CCC1(CC2C(CC1)O2)C(=O)[O-])CCC2(CC1C(CC2)O1)C(=O)[O-] oxydiethylenebis(3,4-epoxycyclohexanecarboxylate)